3-[4,7-difluoro-2-(4-fluorophenyl)-1H-indol-3-yl]-N-[(1S)-2,2,2-trifluoro-1-(hydroxymethyl)ethyl]propanamide FC1=C2C(=C(NC2=C(C=C1)F)C1=CC=C(C=C1)F)CCC(=O)N[C@H](C(F)(F)F)CO